NC(CCC[C@H](N)C(=O)O)N epsilon-amino(lysine)